(S)-4-amino-N-(5,6-dichloro-2,3-dihydrobenzofuran-3-yl)-7-fluoro-N-methylimidazo[1,5-a]quinoxaline-8-carboxamide NC=1C=2N(C3=CC(=C(C=C3N1)F)C(=O)N(C)[C@@H]1COC3=C1C=C(C(=C3)Cl)Cl)C=NC2